8-bromo-6-(5,6-dimethoxypyridin-3-yl)-4-methylquinazoline BrC=1C=C(C=C2C(=NC=NC12)C)C=1C=NC(=C(C1)OC)OC